4-((3-((R)-3-(4-amino-3-(4-phenoxyphenyl)-1H-pyrazolo[3,4-d]pyrimidin-1-yl)piperidine-1-yl)-3-oxopropyl)thio)-2-(2,6-dioxopiperidin-3-yl)isoindoline-1,3-dione NC1=C2C(=NC=N1)N(N=C2C2=CC=C(C=C2)OC2=CC=CC=C2)[C@H]2CN(CCC2)C(CCSC2=C1C(N(C(C1=CC=C2)=O)C2C(NC(CC2)=O)=O)=O)=O